2-Amyl-Anthraquinone C(CCCC)C1=CC=2C(C3=CC=CC=C3C(C2C=C1)=O)=O